C(C)(=O)O[C@@H](C(=O)OCC)CC1=C(C=CC(=C1)CO[Si](C)(C)C(C)(C)C)OCC1=NC(=NC=C1)SC (R)-ethyl 2-acetoxy-3-(5-(((tert-butyldimethylsilyl)oxy)methyl)-2-((2-(methylthio)pyrimidin-4-yl)methoxy)phenyl)propanoate